4,5-dihydroxy-4'-nitro-trans-stilbene OC1=CC=C(C=C1O)\C=C\C1=CC=C(C=C1)[N+](=O)[O-]